tert-butyl (1-(N-(1-(4-fluoro-3-(trifluoromethyl)phenyl)cyclopropyl)methylsulfonamido)-2-methylpropan-2-yl)carbamate FC1=C(C=C(C=C1)C1(CC1)N(S(=O)(=O)C)CC(C)(C)NC(OC(C)(C)C)=O)C(F)(F)F